C1CC12NCCC(C2)N2N=CC1=C(C2=O)C(=CC(=N1)C=1C=C(C=2N(N1)C=C(N2)C)C)C 6-(4-azaspiro[2.5]octan-7-yl)-2-(2,8-dimethylimidazo[1,2-b]pyridazin-6-yl)-4-methyl-pyrido[2,3-d]pyridazin-5-one